tributyl-(hexadecyl)phosphonium C(CCC)[P+](CCCCCCCCCCCCCCCC)(CCCC)CCCC